(3-{[2-(4-Chlorophenyl)imidazo[1,2-a]pyrimidin-3-yl]methyl}-3,8-diazabicyclo[3.2.1]oct-8-yl)(thiomorpholin-4-yl)methanone ClC1=CC=C(C=C1)C=1N=C2N(C=CC=N2)C1CN1CC2CCC(C1)N2C(=O)N2CCSCC2